C(=O)C1=CC=C(OC2=CC=C(C=C2)CC(=O)N)C=C1 2-(4-(4-formylphenoxy)phenyl)acetamide